[Br-].C(CC)N1CN(C=C1)CC 1-propyl-3-ethylimidazole bromide salt